2'-((1-(o-tolyl)-1H-1,2,3-triazol-4-yl)methyl)-2',3'-dihydro-4'H-spiro[cyclohexane-1,1'-isoquinolin]-4'-one C1(=C(C=CC=C1)N1N=NC(=C1)CN1C2(C3=CC=CC=C3C(C1)=O)CCCCC2)C